OC(COC=1C=C(C=2N(C1)N=CC2C#N)C=2C=NC(=CC2)N2CCC(CC2)(CC=2C=NC(=CC2)OC)O)(C)C 6-(2-hydroxy-2-methylpropoxy)-4-(6-(4-hydroxy-4-((6-methoxypyridin-3-yl)methyl)piperidin-1-yl)pyridin-3-yl)pyrazolo[1,5-a]pyridine-3-carbonitrile